2-bromo-1,1':3',1''-terphenyl BrC1=C(C=CC=C1)C1=CC(=CC=C1)C1=CC=CC=C1